(2S)-2-(9H-fluoren-9-ylmethoxycarbonylamino)-3-[3-fluoro-4-[(2-methylpropan-2-yl)oxy]phenyl]propanoic acid C1=CC=CC=2C3=CC=CC=C3C(C12)COC(=O)N[C@H](C(=O)O)CC1=CC(=C(C=C1)OC(C)(C)C)F